2-benzoyl-2,3,4,9-tetrahydro-1H-β-carbolin-9-yl-acetic acid methyl ester COC(CN1C2=CC=CC=C2C=2CCN(CC12)C(C1=CC=CC=C1)=O)=O